Tert-butyl-(R)-2-(((1-(methyl-d3)-1H-pyrazol-4-yl)oxy)methyl)azetidine C(C)(C)(C)N1[C@H](CC1)COC=1C=NN(C1)C([2H])([2H])[2H]